CN1CCN(CC1)C1=CC=C(C=C1)C1=CC2=C(N=CN=C2OC=2C=C(C=CC2)CC#CC[NH-])N1COCC[Si](C)(C)C N-(3-((6-(4-(4-methylpiperazin-1-yl)phenyl)-7-((2-(trimethylsilyl)ethoxy)methyl)-7H-pyrrolo[2,3-d]pyrimidin-4-yl)oxy)phenyl)but-2-ynylamide